2-(6-Iodo-1-Oxo-4-Propan-2-Ylphthalazin-2-yl)Acetamide IC=1C=C2C(=NN(C(C2=CC1)=O)CC(=O)N)C(C)C